CC(C(=O)N1C(CCCC1)C=1NC(=CN1)C1=CC=C(C=C1)C)(C(=C)C)C 2,2,3-trimethyl-1-(2-(5-(p-tolyl)-1H-imidazol-2-yl)piperidin-1-yl)but-3-en-1-one